P(OON1C(CCCC1(C)C)(C)C)(OON1C(CCCC1(C)C)(C)C)OON1C(CCCC1(C)C)(C)C tris-(2,2,6,6-tetramethylpiperidinyloxy) phosphite